8-bromo-6-fluoro-[1,2,4]triazolo[1,5-a]pyridin-2-amine BrC=1C=2N(C=C(C1)F)N=C(N2)N